2-((4-amino-3-iodo-1H-pyrazolo[3,4-d]pyrimidin-1-yl)methyl)-7,8-dihydropyrido[4,3-d]pyrimidine-6(5H)-carboxylic acid tert-butyl ester C(C)(C)(C)OC(=O)N1CC2=C(N=C(N=C2)CN2N=C(C=3C2=NC=NC3N)I)CC1